3-(4-(furan-3-yl)but-3-en-2-yl)-5-phenylpyridine O1C=C(C=C1)C=CC(C)C=1C=NC=C(C1)C1=CC=CC=C1